C(C=CC=CC=CC=CC)C(=O)O 2,4,6,8-decatetraene-1-carboxylic acid